OC1=CC=C(/C=C/C(=O)OCC)C=C1 (E)-ethyl p-hydroxycinnamate